C1(CC1)CN(C=1C=CC=C2C(C(N(C12)C(=O)OC(C)(C)C)=O)(C)C)N=O tert-butyl 7-[cyclopropylmethyl (nitroso) amino]-3,3-dimethyl-2-oxo-indoline-1-carboxylate